5-Chloro-6-(formamidomethyl)nicotinate ClC=1C(=NC=C(C(=O)[O-])C1)CNC=O